[Mn].[Al].[Ni] Nickel-aluminum-manganese